FC(C(=O)O)(F)F.NC12CC(C1)(C2)NC(COC2=CC(=C(C=C2)Cl)F)=O N-(3-aminobicyclo[1.1.1]pent-1-yl)-2-(4-chloro-3-fluorophenoxy)acetamide trifluoroacetate